C(C1=CC=CC=C1)N1N(C(C2=CC=CC=C2C1)C(=O)NO)C 3-benzyl-N-hydroxy-2-methyl-1,2,3,4-tetrahydrophthalazine-carboxamide